5-nitro-4-oxido-2,3-dihydrofuro[3,2-b]pyridin-4-ium [N+](=O)([O-])C1=CC=C2C(=[N+]1[O-])CCO2